Cl.N1C[C@H](CC1)C1=CC=C(C=C1)NC(=O)C1=NC=C(C=C1F)F |r| (RS)-3,5-Difluoro-pyridine-2-carboxylic acid (4-pyrrolidin-3-yl-phenyl)-amide hydrochloride